nickel bromide [Ni](Br)Br